BrC1=C(C=CC=C1)[C@H]1N(CCC1)C1CC2(CN(C2)C(=O)OC(C)(C)C)C1 tert-butyl 6-[(2S)-2-(2-bromophenyl)pyrrolidin-1-yl]-2-azaspiro[3.3]heptane-2-carboxylate